O=C1N(CC2=CC(=CC=C12)N1N=NC(=C1)C1=NC=C(C=C1)C1COCC1)C1C(NC(CC1)=O)=O 3-(1-oxo-5-(4-(5-(tetrahydrofuran-3-yl)pyridin-2-yl)-1H-1,2,3-triazol-1-yl)isoindolin-2-yl)piperidine-2,6-dione